4,5,6,7-tetrahydro-1H-indazol-7-one N1N=CC=2CCCC(C12)=O